OC=1C(=NC=C(C1)C1=CC2=CC=CC=C2C=C1)C(=O)NCC(C(=O)O)C 3-(3-Hydroxy-5-(naphthalen-2-yl)pyridinecarboxamido)-2-methylpropanoic acid